C(C)[C@]1([C@H](C[C@@H](O1)N1C(NC(C(=C1)OC)=O)=O)O)CO 1-((2R,4S,5R)-5-ethyl-4-hydroxy-5-(hydroxymethyl)tetrahydrofuran-2-yl)-5-methoxypyrimidine-2,4(1H,3H)-dione